C(C1=CC=CC=C1)N1CC(C=2C=CC=NC2C1)O 7-benzyl-6,8-dihydro-5H-1,7-naphthyridin-5-ol